(1,1-dioxotetrahydro-2H-thiopyran-4-yl)(6-hydroxy-3,4-dihydro-2,7-naphthyridin-2(1H)-yl)methanone O=S1(CCC(CC1)C(=O)N1CC2=CN=C(C=C2CC1)O)=O